OC(C)(C)C1=CC=C(C=C1)C1=CN=C2C(=N1)N(C(CN2)=O)CCC2CCOCC2 7-(4-(2-hydroxypropan-2-yl)phenyl)-1-(2-(tetrahydro-2H-pyran-4-yl)ethyl)-3,4-dihydropyrazino[2,3-b]pyrazin-2(1H)-one